(S)-3-(6-(1-(4-chloro-2-methylbenzyl)piperidin-4-yl)-3-oxo-1,3-dihydro-2H-indazol-2-yl)piperidine-2,6-dione ClC1=CC(=C(CN2CCC(CC2)C2=CC=C3C(N(NC3=C2)[C@@H]2C(NC(CC2)=O)=O)=O)C=C1)C